SCC1(SCCSC1)CS Bis(mercaptomethyl)-1,4-dithiane